C1(=CC=CC=C1)P(C=1N(C=CN1)C1=CC=CC=C1)C1=CC=CC=C1 2-(diphenylphosphino)-1-phenyl-1H-imidazole